N-(cis-2-(((cis-4-isopropylcyclohexyl)oxy)methyl)-1-(3-(methylsulfonyl)-propanoyl)piperidin-3-yl)methanesulfonamide C(C)(C)[C@H]1CC[C@H](CC1)OC[C@@H]1N(CCC[C@@H]1NS(=O)(=O)C)C(CCS(=O)(=O)C)=O